OC1CC(C1)N1N=C2N=C(C=CC2=C1)C1=C(C=C(C=C1C)C(F)(F)F)O 2-(2-((1s,3s)-3-hydroxy-cyclobutyl)-2H-pyrazolo[3,4-b]pyridin-6-yl)-3-methyl-5-(trifluorometh-yl)phenol